tert-butyl (S)-2-(5-(ethoxycarbonyl)-4-(4-((5-methylpyridin-2-yl)carbamoyl)phenyl)-1H-imidazol-2-yl)piperidine-1-carboxylate C(C)OC(=O)C1=C(N=C(N1)[C@H]1N(CCCC1)C(=O)OC(C)(C)C)C1=CC=C(C=C1)C(NC1=NC=C(C=C1)C)=O